5,5,5-trifluoro-2-pentanone FC(CCC(C)=O)(F)F